OC1=C(N2C(C3=CC(=CC=C13)C=1N=NN(C1)C)=NC=N2)C(=O)OC methyl 6-hydroxy-9-(1-methyl-1H-1,2,3-triazol-4-yl)-[1,2,4]triazolo[5,1-a]isoquinoline-5-carboxylate